(2R,3R)-3,3',4',5,7-pentahydroxyflavan-3-ol OC1([C@H](OC2=CC(=CC(=C2C1)O)O)C1=CC(=C(C=C1)O)O)O